ClC=1C=C(C=NC1C)C1CC(=NN1C(CC)=O)C1=C(C2=C(NC1=O)SC=C2)C 5-(5-(5-chloro-6-methylpyridin-3-yl)-1-propionyl-4,5-dihydro-1H-pyrazol-3-yl)-4-methylthieno[2,3-b]pyridin-6(7H)-one